C(C)(=O)C=1C(C(=C(NC1C)C)C(=O)OCC=1C=NC=CC1)C=1C2=C(SC1)C=CC=C2 Pyridin-3-ylmethyl 5-acetyl-4-(benzo[b]thiophen-3-yl)-2,6-dimethyl-1,4-dihydropyridin-3-carboxylat